C(C)(C)(C)N(C(=O)OCC)[C@H]1CN(C[C@H](C1)O)C=1C2=C(N=C(N1)Cl)C(=C(N=C2)Cl)F tert-butyl-((3R,5S)-1-(2,7-dichloro-8-fluoropyrido[4,3-d]pyrimidin-4-yl)-5-hydroxypiperidine-3-yl)urethane